C(C)C(C(C)(F)F)OC1=CC=C(C=N1)C=1N=CC=2N(C1)C=NN2 6-[6-(1-ethyl-2,2-difluoro-propoxy)-3-pyridinyl]-[1,2,4]Triazolo[4,3-a]Pyrazine